BrCCCCCCCCCCCCCCCCCCCBr 1,19-dibromononadecane